(R)-8-(6-(1-(2-(4-isopropoxypiperidin-1-yl)ethoxy)ethyl)pyridin-3-yl)-1-isopropyl-3-methyl-1H-imidazo[4,5-c]cinnolin-2(3H)-one C(C)(C)OC1CCN(CC1)CCO[C@H](C)C1=CC=C(C=N1)C1=CC=2C3=C(N=NC2C=C1)N(C(N3C(C)C)=O)C